4-(2-((3,5-dimethylphenyl)thio)-1-phenylethyl)-2-methylpyridine CC=1C=C(C=C(C1)C)SCC(C1=CC=CC=C1)C1=CC(=NC=C1)C